N[C@@H]1[C@@H]([C@H]2CC[C@@H](C1)N2C2=C(N=C1C(=N2)NN=C1C1=C(C2=C(N(N=C2C=C1)C(C)C)C#N)Cl)CO)F 5-{6-[(1R,2S,3S,5S)-3-amino-2-fluoro-8-azabicyclo[3.2.1]octan-8-yl]-5-(hydroxymethyl)-1H-pyrazolo[3,4-b]pyrazin-3-yl}-4-chloro-2-(propan-2-yl)-2H-indazole-3-carbonitrile